N-cyclopropyl-3-(difluoromethyl)-N-(2-ethyl-4,5-dimethylbenzyl)-5-fluoro-1-methyl-1H-pyrazole-4-carboxamide C1(CC1)N(C(=O)C=1C(=NN(C1F)C)C(F)F)CC1=C(C=C(C(=C1)C)C)CC